FC(C1=C(C=CC(=C1)C(F)(F)F)C1CCC2=C(N(C1=O)CC#CC=1OC(=NN1)C)C=CC(=C2)F)(F)F 3-(2,4-bis(trifluoromethyl)phenyl)-7-fluoro-1-(3-(5-methyl-1,3,4-oxadiazol-2-yl)prop-2-ynyl)-4,5-dihydro-1H-benzo[b]azepin-2(3H)-one